ClC=1C(=NC(=CC1)B1OC(C(O1)(C)C)(C)C)NS(=O)(=O)C=1C=NC(=CC1)F N-(3-chloro-6-(4,4,5,5-tetramethyl-1,3,2-dioxaborolan-2-yl)pyridin-2-yl)-6-fluoropyridine-3-sulfonamide